1-acetyl-4,6-dibromo-5-hydroxy-1H-indol-3-yl 2,3,4,6-tetra-O-acetyl-beta-D-glucopyranoside C(C)(=O)O[C@H]1[C@H](OC2=CN(C3=CC(=C(C(=C23)Br)O)Br)C(C)=O)O[C@@H]([C@H]([C@@H]1OC(C)=O)OC(C)=O)COC(C)=O